ethyl (6S,8R)-8-(2-cyanoethyl)-6-(trifluoromethyl)-5,6,7,8-tetrahydroimidazo[1,2-a]pyridine-2-carboxylate C(#N)CC[C@H]1C=2N(C[C@H](C1)C(F)(F)F)C=C(N2)C(=O)OCC